Cl.N[C@H](C(=O)NC1=CC(=C(C=C1)SCC1=CC=CC=C1)C#N)CC1=CC=CC=C1 (S)-2-amino-N-(4-(benzylthio)-3-cyanophenyl)-3-phenylpropanamide hydrochloride